3,4,4-trifluorobut-3-en-1-yl 2-(5-methyl-2H-tetrazol-2-yl)acetate CC=1N=NN(N1)CC(=O)OCCC(=C(F)F)F